9-(4-(((trifluoromethyl) sulfonyl) oxy) phenyl)-6,7-dihydro-5H-benzo[7]annulen-3-yl pivalate C(C(C)(C)C)(=O)OC1=CC2=C(C(=CCCC2)C2=CC=C(C=C2)OS(=O)(=O)C(F)(F)F)C=C1